dimethyl-2-oxo-1,2-dihydropyridine CC=1C(N(C=CC1)C)=O